C(C)(C)(C)C1=CC(=NC=N1)C1=CC=2C(=CN=C(C2C)SC(C(=O)O)(C)C)N1 2-((2-(6-(tert-Butyl)pyrimidin-4-yl)-4-methyl-1H-pyrrolo[2,3-c]pyridin-5-yl)thio)-2-methylpropanoic acid